ClC=1C=C(C(=O)NCCN2CCN(CC2)CC2=CC(=C(C=C2)F)F)C=CC1Cl 3,4-dichloro-N-(2-(4-(3,4-difluorobenzyl)piperazin-1-yl)ethyl)benzamide